CC(CN1N=C(C(=C1)C1=NC(=NC=C1)NC=1C=C2CN(CC2=CC1)C)C=1C=NC=CC1)(C)O 2-Methyl-1-(4-(2-((2-methylisoindolin-5-yl)amino)pyrimidin-4-yl)-3-(pyridin-3-yl)-1H-pyrazol-1-yl)propan-2-ol